N-[(1R)-1-[3-chloro-6-(methylamino)pyridin-2-yl]ethyl]propionamide ClC=1C(=NC(=CC1)NC)[C@@H](C)NC(CC)=O